anthraquinone-2,6-dipropionic acid C1=C(C=CC=2C(C3=CC(=CC=C3C(C12)=O)CCC(=O)O)=O)CCC(=O)O